N12C[C@@H](C(CC1)CC2)OC2=CC=C(C=C2)C=2C=C(C=1N=CN=C(C1N2)N[C@@H]2CNCCC2)C(=O)N 6-{4-[(3R)-1-azabicyclo[2.2.2]octan-3-yloxy]phenyl}-4-{[(3S)-piperidin-3-yl]amino}pyrido[3,2-d]pyrimidine-8-carboxamide